FC1(CCC(N(C1)C(COC)C1=CN=C(S1)NC(OC(C)(C)C)=O)=O)F tert-butyl (5-(1-(5,5-difluoro-2-oxopiperidin-1-yl)-2-methoxyethyl)thiazol-2-yl)carbamate